(3R,4S)-4-[1-methyl-5-(trifluoromethyl)pyrazol-4-yl]-2-oxo-pyrrolidine-3-carboxylic acid CN1N=CC(=C1C(F)(F)F)[C@@H]1[C@H](C(NC1)=O)C(=O)O